C1=CC(=CC=C1NC(=O)/C=C\C(=O)O)F N-(4-fluorophenyl)MALEAMIC ACID